C(C)(C)(C)OC(=O)NC(CC(=O)O)CC1=NC(=C(C=C1)F)C1=CC=C(C=C1)OC1=NC=C(C=C1F)Cl 3-((tert-butoxycarbonyl)amino)-4-(6-(4-((5-chloro-3-fluoropyridin-2-yl)oxy)phenyl)-5-fluoropyridin-2-yl)butanoic acid